2-(diethoxymethyl)-5,5-dimethyl-1-(3-(trifluoromethyl)bicyclo[1.1.1]Pentan-1-yl)cyclohexanol Allyl-3-(methoxymethyl)-3-(pyrimidin-2-yl)azetidine-1-carboxylate C(C=C)C1N(CC1(C1=NC=CC=N1)COC)C(=O)OC1(C(CCC(C1)(C)C)C(OCC)OCC)C12CC(C1)(C2)C(F)(F)F